FC=1C=C(C=CC1)C=1C(N(C(C1)=O)CC1CCOCC1)=O 3-(3-fluorophenyl)-1-((tetrahydro-2H-pyran-4-yl)methyl)-1H-pyrrole-2,5-dione